C1=CC(=CC=C1NCC(=O)O)O The molecule is a phenol that is the N-(4-hydroxyphenyl) derivative of glycine. Synthesised by reaction of p-aminophenol with chloracetic acid, it is used as a photographic developing agent. It has a role as an allergen. It is a glycine derivative, a member of phenols and a non-proteinogenic alpha-amino acid.